7-hydroxy-2-methyl-8-(3-methylcyclohex-2-en-1-yl)-2-(2-methylprop-1-en-1-yl)-5-pentyl-4H-benzo[d][1,3]dioxin-4-one OC=1C=C(C2=C(OC(OC2=O)(C=C(C)C)C)C1C1C=C(CCC1)C)CCCCC